FC(C(=O)[O-])(F)F.NC1CC[N+](CC1)(C)CCC1=CC=C(C=C1)N1C(N=C(C=C1)NC(=O)N1CCN(CC1)C(C(C)(C)N)=O)=O 4-Amino-1-(4-(4-(4-(2-amino-2-methylpropanoyl)piperazine-1-carboxamido)-2-oxopyrimidin-1(2H)-yl)phenethyl)-1-methylpiperidin-1-ium trifluoroacetate salt